CN1C=C(C=2C1=CN=C(C2)NC(C([2H])([2H])[2H])=O)B2OC(C(O2)(C)C)(C)C N-(1-methyl-3-(4,4,5,5-tetramethyl-1,3,2-dioxaborolan-2-yl)-1H-pyrrolo[2,3-c]pyridin-5-yl)acetamide-2,2,2-d3